7-(benzyloxy)-1-(4-fluorophenyl)-3,4-dihydroisoquinoline C(C1=CC=CC=C1)OC1=CC=C2CCN=C(C2=C1)C1=CC=C(C=C1)F